(4-(bis(4-methoxyphenyl)amino)phenyl)phosphonic acid COC1=CC=C(C=C1)N(C1=CC=C(C=C1)P(O)(O)=O)C1=CC=C(C=C1)OC